S(=O)(=O)([O-])[O-].P(=O)(O)(O)O.O[Al+2] hydroxyaluminum phosphate sulfate